methyl 5-fluoro-2-formylbenzoate FC=1C=CC(=C(C(=O)OC)C1)C=O